OC1=C(C=NC=C1)C=O 4-HYDROXYPYRIDINE-3-CARBOXALDEHYDE